ClC1=CC=C(C=C1)C1N(C(CC2=CC(=C(C=C12)OC(C)C)OC)=O)C1=CC=C(C=C1)N(CC1CCC(CC1)N1CC(N(CC1)C)=O)C 1-(4-chlorophenyl)-7-isopropoxy-6-methoxy-2-(4-(methyl(((1r,4S)-4-(4-methyl-3-oxopiperazin-1-yl)cyclohexyl)methyl)amino)phenyl)-1,2-dihydroisoquinolin-3(4H)-one